(4aS,8S,8aS)-4,4,8a-trimethyl-7-methylidene-8-(3-methylidenepent-4-enyl)-2,3,4a,5,6,8-hexahydro-1H-naphthalene CC1(CCC[C@@]2([C@H](C(CC[C@@H]12)=C)CCC(C=C)=C)C)C